ClC1=C(C=CC=C1)[C@@H](C)N (R)-1-(o-chlorophenyl)ethylamine